ClC=1C=C(C=C(C1F)F)C1N(CC(CC1)C)C(C(=O)NC=1C=NC=C(C(=O)N)C1)=O 5-(2-(2-(3-chloro-4,5-difluorophenyl)-5-methylpiperidin-1-yl)-2-oxoacetamido)Nicotinamide